OC1=C(C=C(OC1=O)C(=O)OC)Br methyl 5-hydroxy-4-bromo-6-oxopyran-2-carboxylate